para-tertiaryamylphenol C(C)(C)(CC)C1=CC=C(C=C1)O